(3-((tert-butyldimethylsilyl)oxy)-4-methoxyphenyl)(3,4,5-trimethoxyphenyl)methanone [Si](C)(C)(C(C)(C)C)OC=1C=C(C=CC1OC)C(=O)C1=CC(=C(C(=C1)OC)OC)OC